N[C@H](C(=O)N[C@@H](CNC(=O)C1(C(CCC(C1)C)C(C)C)O)C1=CC=CC=C1)C |&1:5| N-((2RS)-2-((S)-2-aminopropanamido)-2-phenylethyl)-1-hydroxy-2-isopropyl-5-methylcyclohexane-1-carboxamide